C(CCCCC)OCC(CO)=O 3-(Hexyloxy)propan-1-olOne